Hydroxy-L-Methionine ON[C@@H](CCSC)C(=O)O